C(C)C(COOP(OOCC(CCCC)CC)(O)=O)CCCC di(2-ethylhexyloxy)phosphoric acid